R-5-(6-(2-hydroxy-6-methyl-4-(trifluoromethyl)phenyl)-4-methyl-2H-pyrazolo[3,4-b]pyridin-2-yl)piperidin-2-one OC1=C(C(=CC(=C1)C(F)(F)F)C)C=1C=C(C=2C(N1)=NN(C2)[C@@H]2CCC(NC2)=O)C